C(=O)O.C(=O)O.OC=1C=C2C=CC=C(C2=CC1)C#N 6-hydroxy-1-naphthonitrile diformate